FC(CC(C(=O)[O-])CCC(=O)[O-])(C(F)(F)F)C(F)(F)F 2-(2,3,3,3-tetrafluoro-2-(trifluoromethyl)propyl)glutarate